C1(CC1)O[C@H](C)C1=NC=CC(=C1)[C@H](C(F)F)OC1=NN(C2=NN=C(C=C21)C=2C(=NC(=NC2)OC(C)(C)C)OC(C)(C)C)C 3-[(1R)-1-[2-[(1R)-1-(cyclopropoxy)ethyl]-4-pyridyl]-2,2-difluoro-ethoxy]-5-(2,4-ditert-butoxypyrimidin-5-yl)-1-methyl-pyrazolo[3,4-c]pyridazine